(3S)-3-ethyl-4-[6-(4-methanesulfonyloxan-4-yl)-2-{2-methyl-1H-pyrrolo[3,2-b]pyridin-5-yl}pyrimidin-4-yl]morpholine C(C)[C@@H]1N(CCOC1)C1=NC(=NC(=C1)C1(CCOCC1)S(=O)(=O)C)C1=CC=C2C(=N1)C=C(N2)C